dioxan-benzocyclobutene C1CC=2C1=CC=CC2.O2CCOCC2